CC1N(CCCC1)CCCN 3-(2-methyl-1-piperidinyl)propylamine